C1(=CC(=CC=C1)CN)CN 1,3-Benzenedimethanamine